C(C=CCCCCC)(=O)NO 2-octenohydroxamic acid